C(=O)OC1=C(C=CC(=C1)C(F)(F)F)C=1C=2N(C(=NN1)N[C@H]1CN(CCC1)C(C)C)C=CC2 2-(4-{[(3R)-1-(propan-2-yl)piperidin-3-yl]amino}pyrrolo[1,2-d][1,2,4]triazin-1-yl)-5-(trifluoromethyl)phenol formate